Calcium (II) sulfate S(=O)(=O)([O-])[O-].[Ca+2]